1-Boc-piperidine-4-carboxaldehyde C(=O)(OC(C)(C)C)N1CCC(CC1)C=O